NC=1C=CC(=NC1)N1N=C(C(=C1)C1=CN=C(N1C)C(=O)NC1=CC(=C(C=C1)C(=O)N1C[C@H]2CN[C@H]2C1)Cl)C(F)(F)F 5-[1-(5-amino-2-pyridyl)-3-(trifluoromethyl)pyrazol-4-yl]-N-[3-chloro-4-[(1R,5R)-3,6-diazabicyclo[3.2.0]heptane-3-carbonyl]phenyl]-1-methylimidazole-2-carboxamide